3-[4-[4-[[3-[4-(difluoromethoxy)phenyl]imidazo[1,2-a]pyrazin-8-yl]amino]-2-methylbenzoyl]piperazine-1-carbonyl]benzoic acid FC(OC1=CC=C(C=C1)C1=CN=C2N1C=CN=C2NC2=CC(=C(C(=O)N1CCN(CC1)C(=O)C=1C=C(C(=O)O)C=CC1)C=C2)C)F